1-(((Benzyloxy)methyl)sulfinyl)-4-methylbenzene C(C1=CC=CC=C1)OCS(=O)C1=CC=C(C=C1)C